(1R,2R)-2-((R)-5H-imidazo[5,1-a]isoindol-5-yl)cyclobutan-1-ol C=1N=CN2C1C1=CC=CC=C1[C@H]2[C@@H]2[C@@H](CC2)O